ClC=1C=NC(=NC1)C1CCN(CC1)C(=O)C=1N=C(C2=C(N1)OC(=C2)C)NC2(CC2)C [4-(5-chloropyrimidin-2-yl)piperidine-1-carbonyl]-6-methyl-N-(1-methylcyclopropyl)furo[2,3-d]pyrimidin-4-amine